4-((4'-isopropyl-[1,1'-biphenyl]-4-yl)oxy)-1H-1,2,3-triazole-5-carboxylic acid C(C)(C)C1=CC=C(C=C1)C1=CC=C(C=C1)OC=1N=NNC1C(=O)O